P(=O)(OCC1=CC=CC=C1)(OCC1=CC=CC=C1)O[C@@H](CNC1=NC=CC(=C1)C1=CC(=CC=C1)OCCCCCCCCCCC)C Dibenzyl (2R)-1-({4-[3-(undecyloxy)phenyl]pyridin-2-yl}amino)propan-2-yl phosphate